C(CCCCC)C(COC(CCCC(OCC(C(C(NCCC(OCCN1CCOCC1)=O)=O)C(C(=O)OCC(CCCCCC)OC(CCCCC1SSCC1)=O)CCC(=O)[O-])(C)C)=O)=O)CCCCCCCC 2-((5-(1,2-Dithiolan-3-yl)pentanoyl)oxy)octyl (20-hexyl-10,10-dimethyl-1-morpholino-4,8,13,17-tetraoxo-3,12,18-trioxa-7-azaoctacosan-9-yl)glutarate